OC1=C(C=C(C(=C1)O)C(C)C)C1=NN=C(N1C1=CC=C(CN2CCN(CC2)C(C(CNC(=O)O[C@H](C(=O)OCC2=CC=CC=C2)C)F)=O)C=C1)C(NCC)=O (2S)-benzyl 2-(3-(4-(4-(3-(2,4-dihydroxy-5-isopropylphenyl)-5-(ethylcarbamoyl)-4H-1,2,4-triazol-4-yl)benzyl)piperazin-1-yl)-2-fluoro-3-oxopropyl carbamoyl oxy)propanoate